(6R,7aS)-6-(2,3-dichloro-6-methoxyphenyl)-3-oxo-tetrahydro-1H-pyrrolo[1,2-c][1,3]oxazole-1-carbaldehyde ClC1=C(C(=CC=C1Cl)OC)[C@H]1C[C@@H]2N(C(OC2C=O)=O)C1